4-allylhepta-1,6-dien-4-ol C(C=C)C(CC=C)(CC=C)O